Cl.FC1=CC=C2C(=CNC(C2=C1F)=O)[C@@H](C)NC (R)-7,8-Difluoro-4-(1-(methylamino)ethyl)isoquinolin-1(2H)-one hydrochloride salt